FC=1C=C(C=C2COC(C12)=O)NC(C#N)(C)C 2-((7-fluoro-1-oxo-1,3-dihydroisobenzofuran-5-yl)amino)-2-methylpropanenitrile